(2S)-1-[(1,1-Dimethylethyl)amino]-3-(4-morpholin-4-yl-1,2,5-thiadiazol-3-yloxy)propan-2-ol CC(C)(C)NC[C@@H](COC1=NSN=C1N1CCOCC1)O